1,1-dimethyl-2-(2-(2-(methylthio)-10H-phenothiazin-10-yl)ethyl)piperidin-1-ium iodide [I-].C[N+]1(C(CCCC1)CCN1C2=CC=CC=C2SC=2C=CC(=CC12)SC)C